C(C1=CC=CC=C1)N(CCCCC)C N-benzyl-N-methylpentane-1-amine